IC1=CC=C(CN2C(=CC=C2)C)C=C1 1-(4-Iodobenzyl)-2-methyl-1H-pyrrole